N-propyl-5-hexen-1-amine C(CC)NCCCCC=C